CC1=CC=C(C=C1)CCS(=O)(=O)N1CCCC1 1-(4-Methylphenylethyl)sulfonyl-pyrrolidine